ClC1=C(C(=O)NS(=O)(=O)C=2C(=NN(C2)C)C)C=CC(=N1)N1N=C(C=C1)OCC(C(F)(F)F)(C)C 2-chloro-N-((1,3-dimethyl-1H-pyrazol-4-yl)sulfonyl)-6-(3-(3,3,3-trifluoro-2,2-dimethylpropoxy)-1H-pyrazol-1-yl)nicotinamide